ClC=1C=C2C(=CC(=NC2=CC1)C(F)(F)F)N[C@@H]1C[C@@H](CCC1)NC(=O)C1=CN(C=C1C)C N-[(1R,3S)-3-{[6-chloro-2-(trifluoromethyl)quinolin-4-yl]amino}cyclohexyl]-1,4-dimethyl-1H-pyrrole-3-carboxamide